C(C)(=O)C=1C(OC2=C(C1N1CCOCC1)C=CC(=C2)NC2=NC=CC(=N2)C2=CC1=C(N(N=C1C=C2)C)CC)=O 3-acetyl-7-((4-(3-ethyl-2-methyl-2H-indazol-5-yl)pyrimidin-2-yl)amino)-4-morpholino-2H-benzopyran-2-one